4-((tert-Butoxycarbonyl)amino)-2-(3-((tert-Butoxycarbonyl)amino)prop-1-yn-1-yl)-6-methylbenzoic acid methyl ester COC(C1=C(C=C(C=C1C)NC(=O)OC(C)(C)C)C#CCNC(=O)OC(C)(C)C)=O